7-(2-hydroxyethylsulfonyl)-2,6,6-trimethyl-2-[3-[rac-(2R)-3-methoxy-2-methyl-3-oxo-propyl]phenyl]heptanoic acid OCCS(=O)(=O)CC(CCCC(C(=O)O)(C1=CC(=CC=C1)C[C@H](C(=O)OC)C)C)(C)C |r|